tert-butyl-4-(bis(4-fluorophenyl)methyl)-3-(2-hydroxypropan-2-yl)piperazine-1-carboxylate C(C)(C)(C)OC(=O)N1CC(N(CC1)C(C1=CC=C(C=C1)F)C1=CC=C(C=C1)F)C(C)(C)O